P(OC(N)=O)([O-])=O carbamoyl phosphonate